N-Boc-D-aspartic acid 4-benzyl ester C(C1=CC=CC=C1)OC(C[C@@H](NC(=O)OC(C)(C)C)C(=O)O)=O